C(C)(C)(C)OC(=O)N1CCC=2C=C(C(=NC2C1)OCC1=C(C=C(C=C1F)C)Cl)I 2-((2-chloro-6-fluoro-4-methylbenzyl)oxy)-3-iodo-5,8-dihydro-1,7-naphthyridine-7(6H)-carboxylic acid tert-butyl ester